NC1=C2C(=NC=N1)N(N=C2C2=CC=C(C=C2)OC2=CC=CC=C2)C2CCN(CC2)C2CCN(CC2)CC2CCN(CC2)C2=CC=C1CN(C(C1=C2)=O)C2C(NC(CC2)=O)=O 3-(6-(4-((4-(4-amino-3-(4-phenoxyphenyl)-1H-pyrazolo(3,4-d)pyrimidin-1-yl)-(1,4'-bipiperidin)-1'-yl)methyl)piperidin-1-yl)-1-oxoisoindolin-2-yl)piperidine-2,6-dione